O1CCOC12CCC(CC2)N2N=CC=1C=NC(=CC12)C=1C(=NN(C1)[C@@H]1C[C@H](C1)CN(C(OC(C)(C)C)=O)C(=O)OC(C)(C)C)C1CC1 tert-butyl ((trans-3-(4-(1-(1,4-dioxaspiro[4.5]decan-8-yl)-1H-pyrazolo[4,3-c]pyridin-6-yl)-3-cyclopropyl-1H-pyrazol-yl)cyclobutyl)methyl)(tert-butoxycarbonyl)carbamate